N-[4-[[tert-butyl-(dimethyl)silyl]oxymethyl]-3-fluoropyridine-2-yl]acetamide C(C)(C)(C)[Si](OCC1=C(C(=NC=C1)NC(C)=O)F)(C)C